C(C1=CC=CC=C1)OC1=C(C=C2C(=NC=NC2=C1)OC1=CC(=C(C=C1)NC(=O)NC1=CC(=CC=C1)OC(F)(F)F)Cl)OC 1-(4-((7-(benzyloxy)-6-methoxyquinazolin-4-yl)oxy)-2-chlorophenyl)-3-(3-(trifluoromethoxy)phenyl)urea